((2,4-dichlorophenoxy)methyl)-2-fluorobenzoic acid ClC1=C(OCC=2C(=C(C(=O)O)C=CC2)F)C=CC(=C1)Cl